2-(1,3-Benzodioxol-5-yl)-7-[(3R,5S)-3,5-dimethylpiperazin-1-yl]-4H-pyrido[1,2-a]pyrimidin-4-one O1COC2=C1C=CC(=C2)C=2N=C1N(C(C2)=O)C=C(C=C1)N1C[C@H](N[C@H](C1)C)C